C[Si](C(=CN(CC)CC)[SiH2]CNCCC[Si](OC)(OC)OC)(OC)OC 1-methyldimethoxysilyl-2-(diethylamino)(trimethoxysilylpropylamino)methylsilylethylene